4-diphenylphosphoryl-5-bromo-9,9-dimethylxanthene C1(=CC=CC=C1)P(=O)(C1=CC=CC=C1)C1=CC=CC=2C(C3=CC=CC(=C3OC12)Br)(C)C